C(C)[C@@]12NC(N([C@@H]3CCOC4=CC=C(C(N[C@H]5[C@@H](CC6=C5C=C(C(CCC1)C)C=C6)O)=O)C=C34)C(C2)=O)=N (1R,5R,15R,16R)-5-ethyl-15-hydroxy-3-imino-9-methyl-23-oxa-2,4,17-triazahexacyclo[17.6.2.22,5.210,13.012,16.022,26]hentriaconta-10,12,19,21,26,28-hexaene-18,31-dione